N1C(CCC=C1)C(=O)N tetrahydropyridine-2-carboxamide